2-nitro-9H-fluoren-9-one [N+](=O)([O-])C1=CC=2C(C3=CC=CC=C3C2C=C1)=O